FC(C1=C(C=CC(=C1)C(F)(F)F)C(C)N1N=CC(=C1)C#CC=1SC(=NN1)C1=NC=CN=C1)(F)F 2-((1-(1-(2,4-bis(trifluoromethyl)phenyl)ethyl)-1H-pyrazol-4-yl)ethynyl)-5-(pyrazin-2-yl)-1,3,4-thiadiazole